CSCC(=O)[O-] The molecule is a monocarboxylic acid anion that is the conjugate base of (methylthio)acetic acid. It derives from a thioglycolate(1-). It is a conjugate base of a (methylthio)acetic acid.